ClC=1C=C(COC2=CC=C(C(=O)N3[C@@H](CC[C@@H]3C3=C(C=CC=C3)Cl)C(=O)O)C=C2)C=CC1 (2S,5R)-1-(4-((3-chlorobenzyl)oxy)benzoyl)-5-(2-chlorophenyl)pyrrolidine-2-carboxylic acid